4-[[3-(2,3-Difluoro-4-methoxy-phenyl)imidazo[1,2-a]pyrazin-8-yl]amino]-2-ethyl-N-[[1-(pyrrolidin-3-ylmethyl)-4-piperidyl]methyl]benzamide FC1=C(C=CC(=C1F)OC)C1=CN=C2N1C=CN=C2NC2=CC(=C(C(=O)NCC1CCN(CC1)CC1CNCC1)C=C2)CC